methyl 4-amino-3-methyl-benzene-1,2-dicarboxylate NC=1C(=C(C(=CC1)C(=O)OC)C(=O)[O-])C